FC(C=1C(=C(C=CC1)[C@@H](C)NC=1C2=C(N=C(N1)C)N=C(C(=C2)N2S(CCC2)(=O)=O)C)F)F 2-[4-({(1R)-1-[3-(difluoromethyl)-2-fluorophenyl]ethyl}amino)-2,7-dimethylpyrido[2,3-d]pyrimidin-6-yl]-1lambda6,2-thiazolidine-1,1-dione